tungsten oxygen salt [O].[W]